Tert-butyl (3-((4-((4-(3,5-dichlorophenyl)piperazin-1-yl)sulfonyl)phenyl)carbamoyl)-4-(N-methylmethylsulfonamido)benzyl)carbamate ClC=1C=C(C=C(C1)Cl)N1CCN(CC1)S(=O)(=O)C1=CC=C(C=C1)NC(=O)C=1C=C(CNC(OC(C)(C)C)=O)C=CC1N(S(=O)(=O)C)C